1-(tert-Butoxycarbonyl)-(4R)-4-((trimethylsilyl)oxy)pyrrolidine-2-carboxylic acid methyl ester COC(=O)C1N(C[C@@H](C1)O[Si](C)(C)C)C(=O)OC(C)(C)C